P(=O)(O)(O)O.NCCC1=CNC=N1 Histamine (phosphate)